[Pd+2].[Pd+2].C(C)(=O)O acetic acid dipalladium (II)